BrC1=C(C=C(OC2=NC(=NC(=C2)C2=C(C=CC=C2C)C)NS(=O)(=O)C=2C=NN(C2)C)C=C1C)Cl N-[4-(4-bromo-3-chloro-5-methyl-phenoxy)-6-(2,6-dimethylphenyl)pyrimidin-2-yl]-1-methyl-pyrazole-4-sulfonamide